(S)-N-(7-(8-ethyl-2-(piperidin-3-ylamino)quinazolin-6-yl)pyrrolo[2,1-f][1,2,4]triazin-4-yl)benzenesulfonamide C(C)C=1C=C(C=C2C=NC(=NC12)N[C@@H]1CNCCC1)C1=CC=C2C(=NC=NN21)NS(=O)(=O)C2=CC=CC=C2